N-[7-(5-chloro-1,3-benzoxazol-2-yl)-7-azaspiro[3.5]nonan-2-yl]-1,1-dioxo-thiacyclopentane-3-carboxamide ClC=1C=CC2=C(N=C(O2)N2CCC3(CC(C3)NC(=O)C3CS(CC3)(=O)=O)CC2)C1